(S)-4-(2-(2-((5-chloro-2-(1H-tetrazol-1-yl)phenyl)amino)-2-oxoacetylamino)-3-(pyridin-4-yl)propionamido)benzoic acid ClC=1C=CC(=C(C1)NC(C(=O)N[C@H](C(=O)NC1=CC=C(C(=O)O)C=C1)CC1=CC=NC=C1)=O)N1N=NN=C1